ClC=1C=C(C=CC1C1CCCCC1)C1=NC(=NO1)C1=CC=C(CN2CCC(CC2)(C(=O)O)CC2=CC=C(C=C2)OC)C=C1 1-{4-[5-(3-Chloro-4-cyclohexylphenyl)-[1,2,4]-oxadiazol-3-yl]-benzyl}-4-(4-methoxy-benzyl)-piperidine-4-carboxylic acid